C(C)(C)(C)C1=CC=C(C=C1)C(=C)C1=CC=CC=C1 1-tert-butyl-4-(1-phenylvinyl)benzene